N-methyl-N-(piperidin-3-ylmethyl)-6-(2-azaspiro[5.5]undecan-2-yl)-2-(trifluoromethyl)pyrimidin-4-amine CN(C1=NC(=NC(=C1)N1CC2(CCC1)CCCCC2)C(F)(F)F)CC2CNCCC2